methyl 5-bromo-2,3-dihydro-1H-indene-2-carboxylate BrC=1C=C2CC(CC2=CC1)C(=O)OC